C(#C)C1=C(C=CC2=CC(NC(=C12)C1=C(C=2N=C(N=C(C2C=N1)N(C[C@@H]1NCCCC1)C)N1CCOCC1)F)=O)F (R)-8-ethynyl-7-fluoro-1-(8-fluoro-4-(methyl(piperidin-2-ylmethyl)amino)-2-morpholinopyrido[4,3-d]pyrimidin-7-yl)isoquinolin-3(2H)-one